(2S,4R)-1-((S)-3,3-dimethyl-2-(6-((R)-pyrrolidine-3-carboxamido)hexanamido)butanoyl)-4-hydroxy-N-((S)-1-(4-(4-methylthiazol-5-yl)phenyl)ethyl)pyrrolidine-2-carboxamide CC([C@@H](C(=O)N1[C@@H](C[C@H](C1)O)C(=O)N[C@@H](C)C1=CC=C(C=C1)C1=C(N=CS1)C)NC(CCCCCNC(=O)[C@H]1CNCC1)=O)(C)C